3-(4-methylpiperazin-1-yl)-N-(4-nitropyridin-2-yl)propanamide CN1CCN(CC1)CCC(=O)NC1=NC=CC(=C1)[N+](=O)[O-]